FC(C(=O)O)(F)F.N1C=CC2=CC=CC=C12 indole trifluoroacetate salt